4-(4-(((4-fluorophenyl)methyl)sulfonamido)phenyl)-1H-pyrrolo[2,3-b]pyridin FC1=CC=C(C=C1)CS(=O)(=O)NC1=CC=C(C=C1)C1=C2C(=NC=C1)NC=C2